N1CC(C1)NC(C1=C(C(=CC=C1N1[C@@H](CN(CC1)C(C1=C(C=C(C=C1)Cl)C(F)(F)F)=O)CC)C=1C(=NC=CC1)OCC)F)=O N-(azetidin-3-yl)-6-[(2R)-4-[4-chloro-2-(trifluoromethyl)benzoyl]-2-ethylpiperazin-1-yl]-3-(2-ethoxypyridin-3-yl)-2-fluorobenzamide